O=C1NC(CCC1N1C(C2=CC=C(C=C2C1=O)C1CCN(CC1)CC1CCN(CC1)C(=O)OC(C)(C)C)=O)=O tert-butyl 4-((4-(2-(2,6-dioxopiperidin-3-yl)-1,3-dioxoisoindolin-5-yl)piperidin-1-yl) methyl)piperidine-1-carboxylate